N-(4-carbamoylphenyl)-7-(3,4-dimethoxyphenyl)pyrazolo[1,5-a]pyrimidine-2-carboxamide C(N)(=O)C1=CC=C(C=C1)NC(=O)C1=NN2C(N=CC=C2C2=CC(=C(C=C2)OC)OC)=C1